FC=1C(=C2C=CNC2=CC1)C1CCC(CC1)N(C(OC(C)(C)C)=O)C tert-butyl N-[4-(5-fluoro-1H-indol-4-yl)cyclohexyl]-N-methyl-carbamate